ClC1=CC=C(C=N1)C1=CC=CN2C1=NS(CC2)(=O)=O 9-(6-chloropyridin-3-yl)-3,4-dihydropyrido[2,1-c][1,2,4]thiadiazine 2,2-dioxide